N-[(6-Amino-2-pyridyl)sulfonyl]-6-(4-ethoxyphenyl)-2-(2,4,6-trimethylphenoxy)pyridin-3-carboxamid NC1=CC=CC(=N1)S(=O)(=O)NC(=O)C=1C(=NC(=CC1)C1=CC=C(C=C1)OCC)OC1=C(C=C(C=C1C)C)C